1-pentadecanoyl-2-(9Z,12Z,15Z-octadecatrienoyl)-glycero-3-phosphocholine CCCCCCCCCCCCCCC(=O)OC[C@H](COP(=O)([O-])OCC[N+](C)(C)C)OC(=O)CCCCCCC/C=C\C/C=C\C/C=C\CC